NC=1N=NC(=CC1N1CC2CCC(C1)N2C=2C=C(OCCN1CCN(CC1)C(CCC(=O)OC(C)(C)C)=O)C=CC2)C2=C(C=CC=C2)O tert-butyl 4-[4-[2-[3-[3-[3-amino-6-(2-hydroxyphenyl)pyridazin-4-yl]-3,8-diazabicyclo[3.2.1]octan-8-yl]phenoxy]ethyl]piperazin-1-yl]-4-oxo-butanoate